(S)-N-(10-methylamino-1,2,3-trimethoxy-9-oxo-5,6,7,9-tetrahydrobenzo[a]heptalen-7-yl)acetamide CNC=1C(C=C2[C@H](CCC3=C(C2=CC1)C(=C(C(=C3)OC)OC)OC)NC(C)=O)=O